C(C)(C)(C)S(=O)(=O)C1=CC=C(C=C1)S(=O)(=O)NC=1C=NC=CC1N1CCCCC1 4-(tert-butylsulfonyl)-N-(4-(piperidin-1-yl)pyridin-3-yl)benzenesulfonamide